(R)-4-(5-(2-fluorophenyl)-7-(pyridin-2-yl)-7H-pyrrolo[2,3-d]pyrimidin-4-yl)-2-methylpiperazine-1-carboxylic acid tert-butyl ester C(C)(C)(C)OC(=O)N1[C@@H](CN(CC1)C=1C2=C(N=CN1)N(C=C2C2=C(C=CC=C2)F)C2=NC=CC=C2)C